benzo[b]thiophen-3-yl(oxo)arsine S1C2=C(C(=C1)[As]=O)C=CC=C2